(R)-3-((2-((1H-benzo[d][1,2,3]triazol-5-yl)methyl)-3-oxoisoindolin-1-yl)methyl)-4-methylpicolinonitrile N1N=NC2=C1C=CC(=C2)CN2[C@@H](C1=CC=CC=C1C2=O)CC=2C(=NC=CC2C)C#N